tert-butyl-5-(1-(4-(trifluoromethyl)phenyl)-1H-pyrazol-4-yl)-1H-indol-3-amine C(C)(C)(C)N1C=C(C2=CC(=CC=C12)C=1C=NN(C1)C1=CC=C(C=C1)C(F)(F)F)N